(S)-N-(chroman-4-yl)-2-(1,3,5-trimethyl-1H-pyrazol-4-yl)-benzo[d]thiazole-6-carboxamide O1CC[C@@H](C2=CC=CC=C12)NC(=O)C1=CC2=C(N=C(S2)C=2C(=NN(C2C)C)C)C=C1